FC1=CC=C(C=C1)N1N=C2N=CN=C(C2=C1)N1CC(N(CC1)C)C(=O)NCC1=CC=C(C=C1)SC 4-(2-(4-fluorophenyl)-2H-pyrazolo[3,4-d]pyrimidin-4-yl)-1-methyl-N-(4-(methylthio)benzyl)piperazine-2-carboxamide